C1(CCCCC1)CNC(=O)C1OC1CCC N-(cyclohexylmethyl)-3-propyl-oxirane-2-carboxamide